ClC1=CC=C(OC2C=C(C(O2)=O)C)C=C1 5-(4-chlorophenoxy)-3-methylfuran-2(5H)-one